1,1,1,3,3,3-Hexafluoropropan-2-yl (R)-1-(methyl(pyrazin-2-yl)carbamoyl)-6-azaspiro[2.5]octan-6-carboxylat CN(C(=O)[C@@H]1CC12CCN(CC2)C(=O)OC(C(F)(F)F)C(F)(F)F)C2=NC=CN=C2